(2S)-2-(2-{2-[2-(2,5-Dioxo-2,5-dihydro-1H-pyrrol-1-yl)acetamido]acetamido}acetamido)-3-phenylpropanoic acid O=C1N(C(C=C1)=O)CC(=O)NCC(=O)NCC(=O)N[C@H](C(=O)O)CC1=CC=CC=C1